BrC1=NC(=C(C(=N1)N[C@@H]1[C@H](C2CCC1CC2)C(=O)OCC)F)C=2SC=CN2 (2S,3S)-ethyl 3-((2-bromo-5-fluoro-6-(thiazol-2-yl)pyrimidin-4-yl)amino)bicyclo[2.2.2]octane-2-carboxylate